CC1=CC=CC(=N1)C1=CC(=NO1)C(=O)O 5-(6-methylpyridin-2-yl)isoxazole-3-carboxylic acid